5-fluoro-1-(4-fluorophenyl)-4,6-dimethyl-2-oxopyridine-3-carboxamide FC=1C(=C(C(N(C1C)C1=CC=C(C=C1)F)=O)C(=O)N)C